1-(2-{[tert-butyl-(dimethyl)silyl]oxy}ethyl)inosine chromium (III)-nickel [Ni+2].[Cr+3].C(C)(C)(C)[Si](OCCN1C(C=2N=CN([C@H]3[C@H](O)[C@H](O)[C@@H](CO)O3)C2N=C1)=O)(C)C